ClC=1C=C(C=CC1Cl)C(CO)N1C(C2=CC(=CC=C2C1)C1=NC(=NC=C1)NC1CCOCC1)=O 2-(1-(3,4-dichlorophenyl)-2-hydroxyethyl)-6-(2-((tetrahydro-2H-pyran-4-yl)amino)pyrimidin-4-yl)isoindolin-1-one